ClC=1C(=NC(=NC1NC1=NNC2=CC(=CC=C12)[C@@H]1C[C@@]12C(NC1=CC=C(C=C21)OC)=O)C2CC2)N2CCS(CC2)(=O)=O 4-[5-chloro-2-cyclopropyl-6-({6-[(1R,2S)-5'-methoxy-2'-oxo-1'H-spiro[cyclopropane-1,3'-indol]-2-yl]-1H-indazol-3-yl}amino)pyrimidin-4-yl]-1lambda6-thiomorpholine-1,1-dione